BrC=1C=C(C=C(C1Cl)N[C@@H](C)C1CCNCC1)C1=NNC(O1)=O 5-(3-Bromo-4-chloro-5-{[(1S)-1-(piperidin-4-yl)ethyl]amino}phenyl)-1,3,4-oxadiazol-2(3H)-one